CC(C)(C)C1=C(C=CC(=C1)C(C)(C)C)OC(C1=CC(=C(C(=C1)C(C)(C)C)O)C(C)(C)C)=O 2,4-bis(1,1-dimethylethyl)phenyl-3,5-bis(1,1-dimethylethyl)-4-hydroxy-benzoate